N-(1-(4-fluorophenyl)vinyl)acetamide FC1=CC=C(C=C1)C(=C)NC(C)=O